C5-(1-cyano-6,7,8,9-tetrahydro-5H-pyrido[3,4-b]Indol-4-yl)-3,6-dihydropyridine-1(2H)-carboxylic acid tert-butyl ester C(C)(C)(C)OC(=O)N1CCC=C(C1)C1=CN=C(C=2NC=3CCCCC3C21)C#N